N-(1-(tert-butyl)-5-(cis-3-((4-(prop-1-en-2-yl)pyridin-3-yl)oxy)cyclopentyl)-1H-pyrazol-3-yl)-2-(3-methylisoxazol-5-yl)acetamide C(C)(C)(C)N1N=C(C=C1[C@@H]1C[C@@H](CC1)OC=1C=NC=CC1C(=C)C)NC(CC1=CC(=NO1)C)=O